2-(4-[[8-chloro-7-fluoro-6-(4-methylpyridin-3-yl)isoquinolin-3-yl]amino]-1H-pyrazol-1-yl)propionitrile ClC=1C(=C(C=C2C=C(N=CC12)NC=1C=NN(C1)C(C#N)C)C=1C=NC=CC1C)F